FC1=C(CC2=C(OCCN3CCOCC3)C(=CC(=C2)C)C)C=C(C=C1)F 4-(2-(2-(2,5-difluorobenzyl)-4,6-dimethylphenoxy)ethyl)morpholine